ClC1=CC=C(OC=2C=C3C=CC(=CC3=CC2)C=2C=C(C(=NC2)C(=O)NCC(C(=O)O)(C)C)O)C=C1 3-(5-(6-(4-chlorophenoxy)naphthalen-2-yl)-3-hydroxypicolinamido)-2,2-dimethylpropanoic acid